Imidazole-4-carboxylic acid dihydrochloride Cl.Cl.N1C=NC(=C1)C(=O)O